C(CC)[Si](C=1C=C(C=CC1)P(N(P(C1=CC(=CC=C1)[Si](CCC)(CCC)CCC)C1=CC(=CC=C1)[Si](CCC)(CCC)CCC)C1CCCCC1)C1=CC(=CC=C1)[Si](CCC)(CCC)CCC)(CCC)CCC N-(bis(3-(tripropylsilyl)phenyl)phosphaneyl)-N-cyclohexyl-1,1-bis(3-(tripropylsilyl)phenyl)phosphanamine